6-(3,5-dimethyl-1,2-oxazol-4-yl)-7-methyl-1,3-benzothiazol-2-amine CC1=NOC(=C1C1=C(C2=C(N=C(S2)N)C=C1)C)C